methyl 4-bromo-3-((dimethoxyphosphoryl)methyl)benzoate BrC1=C(C=C(C(=O)OC)C=C1)CP(=O)(OC)OC